C(#N)C=1C=C(C=C(C1)F)C1(CC1)OCC(=O)N1CC2CCC(C1)N2C2=NC=C(C#N)C=C2 6-(3-(2-(1-(3-cyano-5-fluorophenyl)cyclopropoxy)acetyl)-3,8-diazabicyclo[3.2.1]octan-8-yl)nicotinonitrile